7-(8-ethylnaphthalen-1-yl)-2-((tetrahydro-1H-pyrrolizin-7a(5H)-yl)methoxy)-N-(5,6,7,8-tetrahydro-[1,2,4]triazolo[4,3-a]pyridin-8-yl)-5,6,7,8-tetrahydropyrido[3,4-d]pyrimidin-4-amine C(C)C=1C=CC=C2C=CC=C(C12)N1CC=2N=C(N=C(C2CC1)NC1C=2N(CCC1)C=NN2)OCC21CCCN1CCC2